N1C=NC2=C1C=CC(=C2)N2C(CC2C2=CC=CC=C2)=O 1-(1H-benzo[d]imidazol-5-yl)-4-phenylazetidin-2-one